COC1=C2C(=CN(C2=CC=C1)C(=O)OC(C)(C)C)CC(=O)N1C(C(OC(C1([2H])[2H])([2H])[2H])([2H])[2H])([2H])[2H] tert-Butyl 4-methoxy-3-(2-(morpholino-d8)-2-oxoethyl)-1H-indole-1-carboxylate